NC1=C2C(=NC=N1)N(N=C2C2=CC=C(C=C2)OC2=CC=CC=C2)C2CCN(CC2)C(=O)N2CCC(CC2)N2CCC(CC2)C=2C=C1C(N(C(C1=CC2)=O)C2C(NC(CC2)=O)=O)=O 5-(1'-(4-(4-amino-3-(4-phenoxyphenyl)-1H-pyrazolo[3,4-d]pyrimidin-1-yl)piperidine-1-carbonyl)-[1,4'-bipiperidin]-4-yl)-2-(2,6-dioxopiperidin-3-yl)isoindoline-1,3-dione